(S)-N-(5-(azetidin-1-yl)-2-morpholinothiazolo[4,5-b]pyridin-6-yl)-6-(3-hydroxypyrrolidin-1-yl)pyridine-2-carboxamide N1(CCC1)C1=C(C=C2C(=N1)N=C(S2)N2CCOCC2)NC(=O)C2=NC(=CC=C2)N2C[C@H](CC2)O